COS(=O)(=O)OC.C(C=C)(=O)OCCN(C)C 2-(dimethylamino)ethyl acrylate dimethyl-sulphate